2-(4-(3-(8-fluoro-5-methyl-1-oxo-1,2-dihydroisoquinolin-3-yl)propyl)piperazin-1-yl)benzonitrile FC=1C=CC(=C2C=C(NC(C12)=O)CCCN1CCN(CC1)C1=C(C#N)C=CC=C1)C